C1(CC1)NC(=O)N1CC(N(CC1)C(C(F)(F)F)C1=NC=C(C=C1)NC1C(C2=CC=CC=C2C1)(C)C)=O N-Cyclopropyl-4-(1-(5-((1,1-dimethyl-2,3-dihydro-1H-inden-2-yl)amino)pyridin-2-yl)-2,2,2-trifluoroethyl)-3-oxopiperazine-1-carboxamide